N-(7-amino-8-iodo-tetrahydronaphthalen-2-yl)-2,2,2-trifluoro-acetamide NC1=CC=C2CCC(CC2=C1I)NC(C(F)(F)F)=O